Dodecyl 7,7'-((3-((7-(dodecyloxy)-7-carbonylheptyl)(3-hydroxypropyl)amino)propyl)azanediyl)diheptanoate C(CCCCCCCCCCC)OC(CCCCCCN(CCCN(CCCCCCC(=O)[O-])CCCCCCC(=O)OCCCCCCCCCCCC)CCCO)=C=O